ClC1=CC(=C(C=C1Cl)CN1CCC(CC1)(CO)CNC(C)=O)O N-([1-[(4,5-dichloro-2-hydroxyphenyl)methyl]-4-(hydroxymethyl)piperidin-4-yl]methyl)acetamide